ClC1=CC(=C(COC2=CC=CC(=N2)C2CCC(CC2)CC2=NC3=C(N2C[C@H]2OCC2)C=C(C=C3)C(=O)OC)C=C1)F Methyl (S)-2-((4-(6-((4-chloro-2-fluorobenzyl) oxy) pyridin-2-yl) cyclohexyl) methyl)-1-(oxetan-2-ylmethyl)-1H-benzo[d]imidazole-6-carboxylate